NC1=CC=C(OC=2C=C(C=C(C(=O)O)C2)C(=O)O)C=C1 5-[4-aminophenoxy]isophthalic acid